FC(OC1=C(C(=O)O)C(=CC(=C1)C=1N(N=C2C=C(C=C(C12)O)C=1C=NN(C1)C)C)OC)F 2-(difluoromethoxy)-4-[4-hydroxy-2-methyl-6-(1-methylpyrazol-4-yl)indazol-3-yl]-6-methoxybenzoic acid